trans-8-((4-((cyclopropylmethyl)(4-fluoro-3,5-dimethoxyphenyl)amino)cyclohexyl)(methyl)amino)-5-methyl-6-oxo-5,6-dihydro-1,5-naphthyridine-2,7-dicarbonitrile C1(CC1)CN([C@@H]1CC[C@H](CC1)N(C1=C(C(N(C=2C=CC(=NC12)C#N)C)=O)C#N)C)C1=CC(=C(C(=C1)OC)F)OC